9-ethyl-6,6-dimethyl-11-oxo-8-(piperazin-1-yl)-6,11-dihydro-5H-benzo[b]carbazole-3-carbonitrile C(C)C1=CC2=C(C(C=3NC4=CC(=CC=C4C3C2=O)C#N)(C)C)C=C1N1CCNCC1